(S)-7-methyl-N-(3-((1S,3R)-3-methyl-1-(4-methyl-4H-1,2,4-triazol-3-yl)cyclobutyl)phenyl)-4-(((S)-3-methylpiperidin-1-yl)methyl)-6,7-dihydro-5H-cyclopenta[b]pyridine-2-carboxamide C[C@H]1CCC=2C1=NC(=CC2CN2C[C@H](CCC2)C)C(=O)NC2=CC(=CC=C2)C2(CC(C2)C)C2=NN=CN2C